(4R)-N-[[2-[6-[(2R,6S)-2,6-dimethylmorpholin-4-yl]-2-pyridyl]pyrido[3,4-b]pyrazin-7-yl]methyl]-4,9-difluoro-5,5-dioxo-3,4-dihydro-2H-1,5λ6-benzoxathiepine-7-carboxamide C[C@@H]1CN(C[C@@H](O1)C)C1=CC=CC(=N1)C=1N=C2C(=NC1)C=NC(=C2)CNC(=O)C=2C=C(C1=C(S([C@H](CCO1)F)(=O)=O)C2)F